COC1=CC=C(C=C1)C1=NC(=NC(=N1)C)NC1=CC=C(C=C1)OC(F)(F)F (4-methoxyphenyl)-6-methyl-N-(4-(trifluoromethoxy)phenyl)-1,3,5-triazin-2-amine